ClC=1N=C(C2=C(N1)N=C(C(=C2)Cl)C2=C(C=CC=C2OC)F)N2CCNCC2 2,6-dichloro-7-(2-fluoro-6-methoxyphenyl)-4-(piperazin-1-yl)pyrido[2,3-d]pyrimidine